Tetrahydrofuran-3-yl-((S,E)-7-amino-1-((1-((4-isobutyl-1H-benzo[d]imidazol-2-yl)methyl)-2-oxo-1,2-dihydropyridin-3-yl)amino)-1,7-dioxohept-5-en-2-yl)carbamat O1CC(CC1)OC(N[C@H](C(=O)NC=1C(N(C=CC1)CC1=NC2=C(N1)C=CC=C2CC(C)C)=O)CC\C=C\C(=O)N)=O